ClC1=C(C=C(C=C1)[C@@H](CCCCN)C)COC1(CC1)C=1C=NC=CC1C1=C(C=CC=C1)OC1CC1 (5R)-5-[4-chloro-3-([1-[4-(2-cyclopropoxyphenyl)pyridin-3-yl]cyclopropoxy]methyl)phenyl]hexan-1-amine